C(C)N(CCN(CCN(CC)CC)CCN(CC)CC)CC tris[2-(diethylamino)ethyl]amine